BrC1=CC=C(C=N1)N1N=C(C=2CN(CCC21)C(=O)OC(C)(C)C)CC(=O)O 2-(1-(6-bromopyridin-3-yl)-5-(tert-butoxycarbonyl)-4,5,6,7-tetrahydro-1H-pyrazolo[4,3-c]pyridin-3-yl)acetic acid